O1C2=C(N(CC1)NC(=O)C1=C(C3=NC=C(C(=C3S1)C1=C(C(=CC(=C1)F)F)F)F)N1CC(C1)F)C=CC=C2 N-(2,3-dihydro-4H-benzo[b][1,4]oxazin-4-yl)-6-fluoro-3-(3-fluoroazetidin-1-yl)-7-(2,3,5-trifluorophenyl)thieno[3,2-b]pyridine-2-carboxamide